(S)-2'-hydroxy-4'-(2-oxo-3-(pyrrolidin-3-yl)-2,3-dihydro-1H-imidazo[4,5-b]pyridin-1-yl)-[1,1'-biphenyl]-4-carboxylic acid methyl ester hydrochloride Cl.COC(=O)C1=CC=C(C=C1)C1=C(C=C(C=C1)N1C(N(C2=NC=CC=C21)[C@@H]2CNCC2)=O)O